N-(1-cyclopropylsulfonyl-4-piperidyl)-4-[2-[(dimethylamino)methyl]-4-(trifluoromethyl)thiazol-5-yl]-5-fluoro-pyrimidin-2-amine C1(CC1)S(=O)(=O)N1CCC(CC1)NC1=NC=C(C(=N1)C1=C(N=C(S1)CN(C)C)C(F)(F)F)F